(E)-N'-(6-iodo-8-methylquinolin-5-yl)-N,N-dimethylmethaneimidamide IC=1C(=C2C=CC=NC2=C(C1)C)/N=C/N(C)C